C(C)(C)(C)OC(=O)N1C=C(C2=CC=CC=C12)C1=CC(=CC(=C1)C(C)(C)C)C(C)(C)C 3-(3,5-di-tert-butylphenyl)-1H-indole-1-carboxylic acid tert-butyl ester